C12N(CC(NC1)C2)C2=CC=C(C=N2)C=2C=C(NC2)C=2C=NN(C2)C 4-(6-(2,5-diazabicyclo[2.2.1]heptan-2-yl)pyridin-3-yl)-2-(1-methyl-1H-pyrazol-4-yl)-1H-pyrrole